FC1=C(C(=CC=C1)F)CN1C(N(N=C1)C1=CC=C(C=C1)CC=1C(=NC=CC1)O)=O 4-[(2,6-difluorophenyl)methyl]-2-{4-[(2-hydroxypyridin-3-yl)methyl]phenyl}-1,2,4-triazol-3-one